1,4-thiazepane S1CCNCCC1